CC1(OC(C(C(O1)=O)CC(CC1=CC(=C(C=C1)[N+](=O)[O-])F)NC(OC(C)(C)C)=O)=O)C tert-Butyl 1-(2,2-dimethyl-4,6-dioxo-1,3-dioxan-5-yl)-3-(3-fluoro-4-nitrophenyl)propan-2-ylcarbamate